N-[1(S)-carboxy-2-[N2-(methanesulfonyl)-L-lysylamino]ethyl]-L-valyl-L-tyrosine C(=O)(O)[C@H](CNC([C@@H](NS(=O)(=O)C)CCCCN)=O)N[C@@H](C(C)C)C(=O)N[C@@H](CC1=CC=C(C=C1)O)C(=O)O